1-(tert-butyl) 3,4-diethyl 5-bromo-1H-pyrazole-1,3,4-tricarboxylate BrC1=C(C(=NN1C(=O)OC(C)(C)C)C(=O)OCC)C(=O)OCC